O=C1NC(CCC1N1C(N(C2=C1C=CC=C2OC2CCN(CC2)CC(=O)NCCOC2=CC1=C(C(=C(C=C1C=C2)O)N2S(NC(C2)=O)(=O)=O)F)C)=O)=O 2-[4-[1-(2,6-dioxo-3-piperidyl)-3-methyl-2-oxo-benzimidazol-4-yl]oxy-1-piperidyl]-N-[2-[[8-fluoro-6-hydroxy-7-(1,1,4-trioxo-1,2,5-thiadiazolidin-2-yl)-2-naphthyl]oxy]ethyl]acetamide